(S)-6-chloro-N-(1-(2-fluoropyridin-3-yl)ethyl)-3-nitropyridin-2-amine ClC1=CC=C(C(=N1)N[C@@H](C)C=1C(=NC=CC1)F)[N+](=O)[O-]